bis(2,6-dimethoxybenzoyl)(2,4,4-trimethylpentyl)phosphine oxide COC1=C(C(=O)P(CC(CC(C)(C)C)C)(C(C2=C(C=CC=C2OC)OC)=O)=O)C(=CC=C1)OC